ClC=1C=CC2=C([C@@H](C[C@@H](O2)C(=O)NC23CC(C2)(C3)C=3OC(=NN3)C3CC(C3)OC(F)(F)F)O)C1 |r| rac-(2R,4R)-6-chloro-4-hydroxy-N-(3-{5-[(1S,3S)-3-(trifluoromethoxy)cyclobutyl]-1,3,4-oxadiazol-2-yl}bicyclo[1.1.1]pent-1-yl)-3,4-dihydro-2H-1-benzopyran-2-carboxamide